[(1S)-1-cyano-2-[(3S)-2-oxopyrrolidin-3-yl]ethyl]-3-cyclopropyl-2-(6-oxo-1,7-diazaspiro[4.4]nonan-7-yl)propanamide C(#N)[C@@H](C[C@@H]1C(NCC1)=O)C(C(=O)N)(CC1CC1)N1C(C2(CCCN2)CC1)=O